tert-butyl 3-[[[3-(2-chloro-6-methyl-4-pyridyl)-2-(3-cyanophenyl)pyrazolo[1,5-a]pyrimidin-5-yl]amino]methyl]-3-hydroxy-azetidine-1-carboxylate ClC1=NC(=CC(=C1)C=1C(=NN2C1N=C(C=C2)NCC2(CN(C2)C(=O)OC(C)(C)C)O)C2=CC(=CC=C2)C#N)C